FC=1C=C(OCCC2CC3(C2)CCN(CC3)C(=O)[O-])C=CC1CC(N1CC(C1)CNC[C@@H]([C@H]([C@@H]([C@@H](CO)O)O)O)O)=O 2-[2-[3-fluoro-4-[2-oxo-2-[3-[[[(2S,3R,4R,5R)-2,3,4,5,6-pentahydroxyhexyl] amino] methyl] azetidin-1-yl] ethyl] phenoxy] ethyl]-7-azaspiro[3.5]nonane-7-carboxylate